tert-butyl (4-chloro-2-formyl-5-hydroxyphenyl)carbamate ClC1=CC(=C(C=C1O)NC(OC(C)(C)C)=O)C=O